C1(=CC=CC=C1)C(CC1=CC=C(N)C=C1)C1=CC=C(N)C=C1 4,4'-(1-phenylethylene)dianiline